Cl.C(C1=CC=CC=C1)(C1=CC=CC=C1)N1CCCCC1 benzhydryl-piperidine hydrochloride